ClC=1C=C(C=CC1)C=1C=C2C(=CNC2=CC1)CC(=O)OCC ethyl 5-(3-chlorophenyl)-indole-3-acetate